zinc-aluminum-zinc-manganese [Mn].[Zn].[Al].[Zn]